C(CCC)OC(=O)C1C(CCCC1)C(=O)OCCCC cyclohexane-1,2-dicarboxylic acid dibutyl ester